[Na+].C(CCCCC)(=O)[O-] hexanoic acid sodium salt